tert-butyl 4-((4-(3-(2-(benzyloxy)-6-hydroxypyridin-3-yl)-1-methyl-1H-indazol-7-yl)piperazin-1-yl)methyl)-3,3-dimethylpiperidine-1-carboxylate C(C1=CC=CC=C1)OC1=NC(=CC=C1C1=NN(C2=C(C=CC=C12)N1CCN(CC1)CC1C(CN(CC1)C(=O)OC(C)(C)C)(C)C)C)O